FC1=C(C=CC=C1)C(=O)N1C2CN(CC1CC2)CC2=C(N=C1N2C=CC=C1)C1=CC=C(C=C1)C(C)C (2-fluorophenyl)(3-{[2-(4-isopropylphenyl)imidazo[1,2-a]pyridin-3-yl]methyl}-3,8-diazabicyclo[3.2.1]oct-8-yl)methanone